F[C@@H]1C[C@@]2(CCCN2C1)COC=1N=C(C2=C(N1)C(=C(N=C2)C2=CC(=CC1=CC=C(C(=C21)C#C)F)O)F)N2[C@H](COCC2)C 4-(2-{[(2r,7as)-2-fluoro-hexahydro-1H-pyrrolizin-7a-yl]methoxy}-8-fluoro-4-[(3S)-3-methylmorpholin-4-yl]pyrido[4,3-d]pyrimidin-7-yl)-5-ethynyl-6-fluoronaphthalene-2-ol